di-ethyl-(2-methoxyethyl)methylammonium C(C)[N+](C)(CCOC)CC